C(C1=CC=CC=C1)=C1C2(CCC(C1)C2(C)C)C benzylidenebornan